(1-amino-2-(benzyloxy) ethyl) azetidine-1-carboxylate N1(CCC1)C(=O)OC(COCC1=CC=CC=C1)N